(E)-5-(4-methoxybenzyl)-1-(2-((3-oxo-3-(4-(5-(trifluoromethyl)pyrimidin-2-yl)piperazin-1-yl)prop-1-en-1-yl)oxy)ethyl)-3-(trifluoromethyl)-1,5-dihydro-4H-pyrazolo[3,4-d]pyridazin-4-one COC1=CC=C(CN2N=CC3=C(C2=O)C(=NN3CCO\C=C\C(N3CCN(CC3)C3=NC=C(C=N3)C(F)(F)F)=O)C(F)(F)F)C=C1